((1S)-2-((1S,3S,5S)-3-cyano-2-azabicyclo[3.1.0]hexane-2-yl)-1-((1S,3r,5S)-3-(2-hydroxyethoxy)adamantan-1-yl)-2-oxoethyl)carbamic acid tert-butyl ester C(C)(C)(C)OC(N[C@H](C(=O)N1[C@H]2C[C@H]2C[C@H]1C#N)C12CC3(C[C@@H](CC(C1)C3)C2)OCCO)=O